(3R,4S)-pyrrolidine-3,4-diol, hydrochloride salt Cl.N1C[C@H]([C@H](C1)O)O